COCCOCCOC[C@@H]1N(S(OC1)(=O)=O)C(=O)OC methyl (S)-4-((2-(2-methoxyethoxy)ethoxy)methyl)-1,2,3-oxathiazolidine-3-carboxylate 2,2-dioxide